O[C@H]1[C@H](O[C@@]2(CCCO2)[C@@H]([C@H]1OCC=1C(OC2=CC=C(C(=C2C1)F)F)=O)O)CO 3-((((5s,7r,8s,9s,10r)-8,10-dihydroxy-7-(hydroxymethyl)-1,6-dioxaspiro[4.5]dec-9-yl)oxy)methyl)-5,6-difluoro-2H-chromen-2-one